tert-butyl (1R,5S)-3-(8-fluoro-2-((fluorotetrahydro-1H-pyrrolizin-7a(5H)-yl)methoxy)-7-(2-isobutylphenyl)pyrido[4,3-d]pyrimidin-4-yl)-3,8-diazabicyclo[3.2.1]octane-8-carboxylate FC1=C(N=CC2=C1N=C(N=C2N2C[C@H]1CC[C@@H](C2)N1C(=O)OC(C)(C)C)OCC12CCCN2CCC1F)C1=C(C=CC=C1)CC(C)C